FC1(CC(C1)(O)CC(=O)N[C@@H](COC(F)(F)F)C1=CC(=CC=C1)OC(F)F)F (R)-2-(3,3-Difluoro-1-hydroxycyclobutyl)-N-(1-(3-(difluoromethoxy)phenyl)-2-(trifluoromethoxy)ethyl)acetamid